2-(5-methanesulfonyl-2-{[3-(4-{[(1R,4R)-4-{2-oxa-6-azaspiro[3.3]heptan-6-yl}cyclohexyl]amino}-1-(2,2,2-trifluoroethyl)-1H-indol-2-yl)prop-2-yn-1-yl]amino}phenoxy)acetonitrile CS(=O)(=O)C=1C=CC(=C(OCC#N)C1)NCC#CC=1N(C2=CC=CC(=C2C1)NC1CCC(CC1)N1CC2(COC2)C1)CC(F)(F)F